ClC=1C=C(C=C(C1)Cl)C1=CC=C(C=C1)OC1=C(N=NN1)C(=O)O 5-((3',5'-dichloro-[1,1'-biphenyl]-4-yl)oxy)-1H-1,2,3-triazole-4-carboxylic acid